CC=1OC(=C(N1)C)C(=O)NC(C)C1=CC=C(C=C1)NC(OCC1=CC=C(C=C1)Cl)=O 4-chlorobenzyl (4-(1-(2,4-dimethyloxazole-5-carboxamido)ethyl)phenyl)carbamate